tert-butyl 3-((4-((3-chloro-2-fluorophenyl) amino)-6-nitroquinazolin-7-yl) ethynyl)-3-methylpyrrolidine-1-carboxylate ClC=1C(=C(C=CC1)NC1=NC=NC2=CC(=C(C=C12)[N+](=O)[O-])C#CC1(CN(CC1)C(=O)OC(C)(C)C)C)F